Methyl 1-methyl-2-[(E)-2-nitrovinyl]-1H-imidazole-4-carboxylate CN1C(=NC(=C1)C(=O)OC)\C=C\[N+](=O)[O-]